C(C)(C)(C)OC(N[C@@H]1CN(CC1)C1=CC(=C(C=C1)NC(C)=O)[N+](=O)[O-])=O (S)-(1-(4-acetamido-3-nitrophenyl)pyrrolidin-3-yl)carbamic acid tert-butyl ester